Cl.Cl.N[C@@H](C(=O)N[C@H](C(=O)NCCC1=CC(=NC=C1)N)C)CCC1=CC=CC=C1 (R)-2-amino-N-((S)-1-((2-(2-aminopyridin-4-yl)ethyl)amino)-1-oxopropan-2-yl)-4-phenylbutanamide dihydrochloride